C(C)(C)(C)OC(=O)N1C[C@@H](CC1)NC1=CC=NC2=C(C=CC=C12)F (R)-3-((8-Fluoroquinolin-4-yl)amino)pyrrolidine-1-carboxylic acid tert-butyl ester